ClC1=CC=C(C=C1)CC/C(=C/C(=O)NCC(=O)O)/C1=CC=CC=C1 (Z)-(5-(4-chlorophenyl)-3-phenylpent-2-enoyl)glycine